FC(OC1=CC=C(C=C1)C1CCN(CC1)C(=O)C1CC2(C1)NC(OC2)=O)(F)F (2s,4s)-2-(4-(4-(trifluoromethoxy)phenyl)piperidine-1-carbonyl)-7-oxa-5-azaspiro[3.4]octan-6-one